1-((3S,4R)-4-(3-((4-amino-5-(4-chloro-3-methylphenyl)-7-methyl-7H-pyrrolo[2,3-d]pyrimidin-6-yl)ethynyl)azetidin-1-yl)-3-hydroxypiperidin-1-yl)prop-2-en-1-one NC=1C2=C(N=CN1)N(C(=C2C2=CC(=C(C=C2)Cl)C)C#CC2CN(C2)[C@H]2[C@H](CN(CC2)C(C=C)=O)O)C